6-chloro-N-(6-fluoro-5-methylpyridin-3-yl)-5-(2-oxo-2-((1,1,1-trifluoro-2-methylpropan-2-yl)amino)acetyl)-2,3-dihydro-1H-pyrrolizine-7-carboxamide ClC1=C(N2CCCC2=C1C(=O)NC=1C=NC(=C(C1)C)F)C(C(NC(C(F)(F)F)(C)C)=O)=O